COC=1N=NC2=CC(=CC=C2C1)B1OC(C(O1)(C)C)(C)C 3-methoxy-7-(4,4,5,5-tetramethyl-1,3,2-dioxaborolan-2-yl)cinnoline